C(CCCCCCCC)(=O)ON1C(CCC1=O)=O succinimidyl pelargonate